C(C)OC(C(=O)NCCCOC1=C(C=CC(=C1)C(F)(F)F)C=1OC2=C(C=CC=C2C(C1)=O)Cl)=O 2-[3-[2-(8-chloro-4-oxo-chromen-2-yl)-5-(trifluoromethyl)phenoxy]propylamino]-2-oxo-acetic acid ethyl ester